3-CHLORO-4,5-DIFLUOROPHENYLBORONIC ACID ClC=1C=C(C=C(C1F)F)B(O)O